C(C)(C)(C)OC(=O)N1CC=2N=C(N=C(C2C1)Cl)Cl.C=C1C(NC2=CC=CC=C12)=O methyleneindolone tert-butyl-2,4-dichloro-5,7-dihydro-6H-pyrrolo[3,4-d]pyrimidine-6-carboxylate